NC1=C(SC2=NC(=CC=C21)C)C(=O)NCCC2=CC(=C(C=C2F)C=2CCN(CC2)C(=O)OC(C)(C)C)F tert-Butyl 4-(4-(2-(3-amino-6-methylthieno[2,3-b]pyridine-2-carboxamido)ethyl)-2,5-difluorophenyl)-3,6-dihydropyridine-1(2H)-carboxylate